Phenethylzinc Bromide [Br-].C(CC1=CC=CC=C1)[Zn+]